ClC1=CC2=C(S1)C1(C=C(OC=C1)C=1C=NC(=NC1)C)OCC2 2-chloro-2'-(2-methylpyrimidin-5-yl)spiro[4,5-dihydrothieno[2,3-c]pyran-7,4'-pyran]